ClC1=C(C=CC(=C1)Cl)N1N=CC=C1C 1-(2,4-dichlorophenyl)-5-methylpyrazole